C(C)(C)N1N=C(C=C1)C1=C(C2=C(N=C(N=C2N[C@H]2C[C@H](CC2)OC)C=2N(C=CN2)C)S1)C1=CC=CC=C1 6-(1-isopropyl-1H-pyrazol-3-yl)-N-((1R,3S)-3-methoxycyclopentyl)-2-(1-methyl-1H-imidazol-2-yl)-5-phenylthieno[2,3-d]pyrimidin-4-amine